C(C1=CC=CC=C1)(C1=CC=CC=C1)N1C(CC1)CN(C)C 1-(1-benzhydryl-azetidin-2-yl)-N,N-dimethylmethylamine